N-[(2S)-1-Hydroxypropan-2-yl]-2-(4-methyl-1H-pyrazol-5-yl)-6-[4-(trifluoromethoxy)phenyl]pyrimidin OC[C@H](C)N1C(N=CC=C1C1=CC=C(C=C1)OC(F)(F)F)C1=C(C=NN1)C